benzo[d]isoxazol-3-ylmethanol O1N=C(C2=C1C=CC=C2)CO